C(C)(C)(C)C1=C(OC2=C(C=CC=C2)NC(=O)C=2C(=NN(C2)C)C(F)(F)F)C=C(C=C1)C N-(2-(2-tert-butyl-5-methylphenoxy)phenyl)-1-methyl-3-trifluoromethyl-1H-pyrazole-4-carboxamide